3-chloro-6-(2,6-difluorophenyl)-N-((1r,4r)-4-(4-methylpiperazin-1-yl)cyclohexyl)imidazo[1,2-b]pyridazin-8-amine ClC1=CN=C2N1N=C(C=C2NC2CCC(CC2)N2CCN(CC2)C)C2=C(C=CC=C2F)F